Tert-butyl 6-(4-(5-chloro-6-methyl-1H-indazol-4-yl)-5-methyl-3-(pyridin-2-yl)-1H-pyrazol-1-yl)-2-azaspiro[3.3]heptane-2-carboxylate ClC=1C(=C2C=NNC2=CC1C)C=1C(=NN(C1C)C1CC2(CN(C2)C(=O)OC(C)(C)C)C1)C1=NC=CC=C1